C[C@](C(=O)O)(CCC(C)(C)C)NCC=1C=NC=NC1 (R)-2,5,5-trimethyl-2-{[(5-pyrimidinyl)methyl]amino}hexanoic acid